C(#N)C1=C(SC2=C1C(=NC=C2F)C=2C1=C(C=3C=NC(=NC3C2F)[C@@]2(NCCC2)CN(C)C)COC1)NC(OC(C)(C)C)=O tert-Butyl (3-cyano-4-(3-((S)-2-((dimethylamino)methyl) pyrrolidin-2-yl)-5-fluoro-7,9-dihydrofuro[3,4-f]quinazolin-6-yl)-7-fluorothieno[3,2-c]pyridin-2-yl)carbamate